2-(4-(aziridine-1-carbonyl)benzyl)-3-((4-fluorophenyl)amino)-5,7,7-trimethyl-7,8-dihydro-2H-imidazo[1,2-a]pyrazolo[4,3-e]pyrimidin-4(5H)-one N1(CC1)C(=O)C1=CC=C(CN2N=C3C(C(N(C=4N3CC(N4)(C)C)C)=O)=C2NC2=CC=C(C=C2)F)C=C1